tert-butyl (1S,2S,5R)-2-(1-hydroxybutyl)-3,8-diazabicyclo[3.2.1]octane-8-carboxylate OC(CCC)[C@@H]1[C@@H]2CC[C@H](CN1)N2C(=O)OC(C)(C)C